naphthalinone C1(CC=CC2=CC=CC=C12)=O